3-hydroxy-butyrat OC(CC(=O)[O-])C